tris(2-(diphenylphosphino)ethyl)phosphine C1(=CC=CC=C1)P(CCP(CCP(C1=CC=CC=C1)C1=CC=CC=C1)CCP(C1=CC=CC=C1)C1=CC=CC=C1)C1=CC=CC=C1